BrC=1C(=CC(=NC1)CNC(=O)[C@@H]1N(CCN(C1)C=1C=2C(N=CN1)=NN(C2)C2=CC=C(C=C2)C(F)(F)F)C)C (R)-N-((5-bromo-4-methylpyridin-2-yl)methyl)-1-methyl-4-(2-(4-(trifluoromethyl)phenyl)-2H-pyrazolo[3,4-d]pyrimidin-4-yl)piperazine-2-carboxamide